2-(2,3-dihydrobenzo[b][1,4]dioxin-6-yl)ethanol methyl-4-bromo-2-(cyanomethyl)-6-fluorobenzoate CC=1C(=C(C(=O)OCCC2=CC3=C(OCCO3)C=C2)C(=CC1Br)F)CC#N